1-(4-(6-((6-methoxy-2-methyl-1,2,3,4-tetrahydroisoquinolin-7-yl)amino)-1H-pyrazolo[3,4-d]pyrimidin-1-yl)piperidin-1-yl)ethan-1-one trifluoroacetate FC(C(=O)O)(F)F.COC=1C=C2CCN(CC2=CC1NC1=NC=C2C(=N1)N(N=C2)C2CCN(CC2)C(C)=O)C